C(CC)OC1=NC=CC=N1 propyloxypyrimidine